FC1=C(C=CC=C1)NS(=O)(=O)C1=CC=C(C(=O)NC2=CC(=CC=C2)C(F)(F)F)C=C1 4-(N-(2-fluorophenyl)sulfamoyl)-N-(3-(trifluoromethyl)phenyl)benzamide